(S)-1-(3-fluorobenzofuran-6-yl)-N-methylpropan-2-amine FC1=COC2=C1C=CC(=C2)C[C@H](C)NC